N-benzyl-3-(3,4,5-trimethoxyphenyl)-1H-pyrazole-5-carboxamide C(C1=CC=CC=C1)NC(=O)C1=CC(=NN1)C1=CC(=C(C(=C1)OC)OC)OC